N-[(cis)-4-hydroxytetrahydro-thiophen-3-yl]-3-oxo-2-(pyridin-3-yl)-6-[4-(trifluoromethyl)phenyl]-2,3-dihydropyridazine-4-carboxamide O[C@@H]1[C@@H](CSC1)NC(=O)C=1C(N(N=C(C1)C1=CC=C(C=C1)C(F)(F)F)C=1C=NC=CC1)=O